(3E)-10,10-dioctyloxy-3-decen-1-ol C(CCCCCCC)OC(CCCCC/C=C/CCO)OCCCCCCCC